3,4-(2,2-dimethylpropylenedioxy)thiophene CC1(COC2=CSC=C2OC1)C